methyl (S)-2-amino-3-(3-fluorophenyl)propanoate N[C@H](C(=O)OC)CC1=CC(=CC=C1)F